tert-butyl (R)-3-((4-amino-7-bromoquinolin-3-yl)carbamoyl)piperidine-1-carboxylate NC1=C(C=NC2=CC(=CC=C12)Br)NC(=O)[C@H]1CN(CCC1)C(=O)OC(C)(C)C